2-methoxyethyl-[4-(5,6,7,8-tetrahydro-1,8-naphthyridin-2-yl)butyl]amino-2-(quinazolin-4-ylamino)butanoic acid COCCC(C(C(=O)O)(NC1=NC=NC2=CC=CC=C12)NCCCCC1=NC=2NCCCC2C=C1)C